C(=C)C1=CC=C(C=C1)C=1C=CC(=CC1)C=C 2,2'-bis(vinyl)-5,5'-biphenyl